N-(5-(3-Fluoropropoxy)pyridin-3-yl)-1,1-diphenylmethanimine FCCCOC=1C=C(C=NC1)N=C(C1=CC=CC=C1)C1=CC=CC=C1